BrC1=CC=C2C(=N1)N(C(=N2)N)CC2=CC=C(C=C2)OC 5-bromo-3-(4-methoxybenzyl)-3H-imidazo[4,5-b]pyridin-2-amine